iminobis(methylphosphoric acid) N(OP(OC)(O)=O)OP(OC)(O)=O